COC1=C(C=CC(=C1)N1CCOCC1)NC1=NC(=C2C(=N1)NN=C2C2=CC=NC=C2)NC2CCOCC2 N6-(2-methoxy-4-morpholinophenyl)-3-(pyridin-4-yl)-N4-(tetrahydro-2H-pyran-4-yl)-1H-pyrazolo[3,4-d]pyrimidine-4,6-diamine